BrC1=C(C=C[N+](=O)[O-])C=CC=C1 ortho-bromo-β-nitrostyrene